C(CCC)OC=1C2=CC=CC=C2C(=C2C=CC=CC12)OCCCC dibutoxyanthracene